FC=1C(=C(C(=CC1)C(C)C)NC(=O)NS(=O)(=O)C=1SC(=CN1)C1(CCC1)O)C(C)C N-(3-fluoro-2,6-diisopropylphenylcarbamoyl)-5-(1-hydroxycyclobutyl)thiazole-2-sulfonamide